5-furancarboxylic acid potassium salt [K+].O1C=CC=C1C(=O)[O-]